2-[2-(aminomethyl)-3,3-difluoro-allyl]-4-[[5-(2-chloro-3-methyl-imidazol-4-yl)-2-thienyl]methyl]-1,2,4-triazol-3-one NCC(CN1N=CN(C1=O)CC=1SC(=CC1)C=1N(C(=NC1)Cl)C)=C(F)F